NC1=NN2C(C=C(C=C2)C=2C(=CC(=C(C(=O)NCC[C@H](O)C3=CC=C(C=C3)Cl)C2)C)Cl)=N1 (S)-5-(2-amino-[1,2,4]triazolo[1,5-a]pyridin-7-yl)-4-chloro-N-(3-(4-chlorophenyl)-3-hydroxypropyl)-2-methylbenzamide